β-(benzothiazol-2-yl)-alanine S1C(=NC2=C1C=CC=C2)C[C@H](N)C(=O)O